N1C=C(C2=CC=CC=C12)CC(C(=O)[O-])=N indole-3-pyruvate imine